FC1(CCN(CCC1)C1=C(C(=O)NC=2C=C(C=CC2)[S@](=O)(C)=NC(OC(C)(C)C)=O)C(=C(C(=N1)C(F)(F)F)C=1C=NN(C1)C)C)F tert-butyl (R)-((3-(2-(4,4-difluoroazepan-1-yl)-4-methyl-5-(1-methyl-1H-pyrazol-4-yl)-6-(trifluoromethyl)nicotinamido)phenyl)(methyl)(oxo)-λ6-sulfaneylidene)carbamate